(1S,4S)-5-(3-chloro-2-(2',4'-difluoro-[1,1'-biphenyl]-2-yl)imidazo[1,2-a]pyridine-7-carbonyl)-2,5-diazabicyclo[2.2.1]heptan-3-one ClC1=C(N=C2N1C=CC(=C2)C(=O)N2[C@@H]1C(N[C@H](C2)C1)=O)C1=C(C=CC=C1)C1=C(C=C(C=C1)F)F